rac-N-[(3S,4R)-3-fluoro-1-(trideuteriomethyl)-4-piperidyl]-2-[3-[4-methylsulfonyl-2-(trideuteriomethoxy)anilino]prop-1-ynyl]-1-(2,2,2-trifluoroethyl)indol-4-ylamine F[C@H]1CN(CC[C@H]1NC1=C2C=C(N(C2=CC=C1)CC(F)(F)F)C#CCNC1=C(C=C(C=C1)S(=O)(=O)C)OC([2H])([2H])[2H])C([2H])([2H])[2H] |r|